C(#N)C=1C=C2C(=CC=NC2=CC1)NCCC=1C=C2C=CC(=CC2=CC1)C(=O)N1CCN(CC1)C(CCCCCCCCCCCNC(OC(C)(C)C)=O)=O tert-butyl N-[12-[4-[6-[2-[(6-cyano-4-quinolyl)amino]ethyl]naphthalene-2-carbonyl]piperazin-1-yl]-12-oxo-dodecyl]carbamate